iodoglucamine INC[C@H](O)[C@@H](O)[C@H](O)[C@H](O)CO